NC1=NN=C(S1)OCCN(S(=O)(=O)C)C N-(2-((5-amino-1,3,4-thiadiazol-2-yl)oxy)ethyl)-N-methylmethanesulfonamide